BrC=1N(C(=NN1)[C@@H]1C[C@@H](CCC1)NC(OC(C)(C)C)=O)CC tert-butyl ((1R,3S)-3-(5-bromo-4-ethyl-4H-1,2,4-triazol-3-yl)cyclohexyl)carbamate